thorium boride [B]1[B][B][B]1.[Th]